FC=1C(=NC=C(C=O)C1)O 5-FLUORO-6-HYDROXYNICOTINALDEHYDE